6-(Cyclopropanecarboxamido)-4-((1-(2,2-difluoropropyl)-7-methoxy-1H-benzo[d]imidazol-6-yl)amino)-N-(methyl-d3)nicotinamide C1(CC1)C(=O)NC1=NC=C(C(=O)NC([2H])([2H])[2H])C(=C1)NC=1C=CC2=C(N(C=N2)CC(C)(F)F)C1OC